C(=C)N1N=C2C(=CC=C(C2=C1)N1CCC(CC1)N(C(OC(C)(C)C)=O)C)C(NC=1C=C(C=2N(C1)C=C(N2)C)F)=O tert-butyl N-{1-[2-ethenyl-7-({8-fluoro-2-methylimidazo[1,2-a]pyridin-6-yl}carbamoyl) indazol-4-yl]piperidin-4-yl}-N-methylcarbamate